C1(=CC=CC=C1)C1=NC=2C=C3C(=CC2N=C1C1=CC=C(CN2C(N(C4=C2C=CC=C4)C4CCNCC4)=O)C=C1)C=CC=C3 4-(3-phenylbenzo[g]quinoxalin-2-yl)benzyl[piperidin-4-yl]-1,3-dihydro-2H-benzimidazol-2-one